1-(3-(4-methoxyphenyl)-1,2,4-oxadiazol-5-yl)-N-((1-(oxetan-3-yl)pyrrolidin-3-yl)methyl)piperidine-4-carboxamide COC1=CC=C(C=C1)C1=NOC(=N1)N1CCC(CC1)C(=O)NCC1CN(CC1)C1COC1